FC=C1OC(C(C1=CF)(F)F)(F)F 2,3-difluoromethylene-perfluorotetrahydrofuran